ClC1=C(C=CC=C1)C1=NC2=C(CN(CC2)C2CC=3C(=NN(C3CC2)C)C)N1 2-(2-chlorophenyl)-5-(1,3-dimethyl-4,5,6,7-tetrahydro-1H-indazol-5-yl)-4,5,6,7-tetrahydro-3H-imidazo[4,5-c]pyridine